4-({3-[8-bromo-3-(2,2,2-trifluoroethyl)imidazo[1,2-a]pyridin-2-yl]prop-2-yn-1-yl}amino)-N-methyl-3-(trifluoromethoxy)benzamide BrC=1C=2N(C=CC1)C(=C(N2)C#CCNC2=C(C=C(C(=O)NC)C=C2)OC(F)(F)F)CC(F)(F)F